OCC1(CNC1)C(=O)NC1=CC(=CC=C1)NC1=NC=CC(=N1)NC1=NC(=NC=C1)C1=NC(=CC=C1)C 3-(hydroxymethyl)-N-[3-[[4-[[2-(6-methyl-2-pyridyl)pyrimidin-4-yl]amino]pyrimidin-2-yl]amino]phenyl]azetidine-3-carboxamide